L-lysine lithium salt [Li+].N[C@@H](CCCCN)C(=O)[O-]